The molecule is a UDP-N-acetyl-D-galactosamine 4-sulfate in which the anomeric centre of the galactosamine fragment has alpha-configuration. It is a conjugate acid of an UDP-N-acetyl-alpha-D-galactosamine 4-sulfate(3-). CC(=O)N[C@@H]1[C@H]([C@H]([C@H](O[C@@H]1OP(=O)(O)OP(=O)(O)OC[C@@H]2[C@H]([C@H]([C@@H](O2)N3C=CC(=O)NC3=O)O)O)CO)OS(=O)(=O)O)O